1-(6-bromopyrazin-2-yl)propan BrC1=CN=CC(=N1)CCC